C1=CC=CC2=CC=CC=C12.[Al] aluminum (naphthalene)